N[C@H](C(=O)O[C@@H]1[C@H](O[C@@]([C@@H]1O)(C#N)C1=CC=C2C(=NC=NN21)NC(=O)OCCCC)COC(CC2CCCCCC2)=O)C(C)(C)C (2R,3S,4R,5R)-5-(4-((butoxycarbonyl)amino)pyrrolo[2,1-f][1,2,4]triazin-7-yl)-5-cyano-2-((2-cycloheptylacetoxy)methyl)-4-hydroxytetrahydrofuran-3-yl (S)-2-amino-3,3-dimethylbutanoate